3-aminopropanesulfonate lithium [Li+].NCCCS(=O)(=O)[O-]